ClC1=CC=C(C(=N1)C(=O)NS(=O)(=O)C)N[C@H](C)C=1C=C(C=C2C(N(C(=NC12)N1CCC(CC1)C1=NN(C=C1F)C([2H])([2H])[2H])C)=O)C (R)-6-chloro-3-((1-(2-(4-(4-fluoro-1-(methyl-d3)-1H-pyrazol-3-yl)piperidin-1-yl)-3,6-dimethyl-4-oxo-3,4-dihydroquinazolin-8-yl)ethyl)amino)-N-(methylsulfonyl)picolinamide